CC1(C(C(=CC2(CCN(C2)C(=O)C2=C(OC(=C2)C)C(F)(F)F)C1)C#N)=O)C 9,9-dimethyl-2-[5-methyl-2-(trifluoromethyl)furan-3-carbonyl]-8-oxo-2-azaspiro[4.5]dec-6-ene-7-carbonitrile